4-(azetidin-1-yl)-8-chloro-7,9-dimethyl-pyrido[3',2':4,5]thieno[3,2-d]pyrimidine N1(CCC1)C=1C2=C(N=CN1)C1=C(S2)N=C(C(=C1C)Cl)C